3-[(5-methyl-3-pyridyl)sulfamoyl]propanamide CC=1C=C(C=NC1)NS(=O)(=O)CCC(=O)N